CN1N=CC(=C1)NC1=NC=CC(=N1)C1=CC=C2C(COCC2=C1)NC(OC(C)(C)C)=O tert-butyl (7-(2-((1-methyl-1H-pyrazol-4-yl)amino)pyrimidin-4-yl)isochroman-4-yl)carbamate